tert-butyl (R)-6-(4-(2-(((trifluoromethyl)sulfonyl)oxy)phenyl)piperidin-1-yl)-2-azaspiro[3.4]octane-2-carboxylate FC(S(=O)(=O)OC1=C(C=CC=C1)C1CCN(CC1)[C@H]1CC2(CN(C2)C(=O)OC(C)(C)C)CC1)(F)F